C(C=C)(=O)OCCC[Si](OC)(OC)C 3-(acryloxy)propyl-methyl-dimethoxysilane